(S)-((2-(6-(4-(1-(2-fluorophenyl)ethyl)-4H-1,2,4-triazol-3-yl)pyridin-2-yl)-6-(isopropyl (methyl)amino)-1-oxo-2,3-dihydro-1H-pyrrolo[3,4-c]pyridin-4-yl)methyl)(methyl)carbamate FC1=C(C=CC=C1)[C@H](C)N1C(=NN=C1)C1=CC=CC(=N1)N1CC=2C(=NC(=CC2C1=O)N(C)C(C)C)COC(NC)=O